Cl.NC/C(/CN1N=CN(C1=O)CC1=CC=C(S1)C=1C=C(C=NC1)S(=O)(=O)NC(C)(C)C)=C\F 5-[5-(1-[(2E)-2-(aminomethyl)-3-fluoroprop-2-en-1-yl]-5-oxo-1,5-dihydro-4H-1,2,4-triazol-4-ylmethyl)thiophen-2-yl]-N-tert-butylpyridine-3-sulfonylamine hydrochloride